diethyl (2-oxo-1,2,3-oxathiazolidin-3-yl)phosphoramidate O=S1OCCN1NP(OCC)(OCC)=O